NC1=CC(=C2OC3=CC=CC(CCCCC(C4=NN=C(C1=N2)O4)(O)C(F)(F)F)=C3)C(F)(F)F 20-amino-6,18-bis(trifluoromethyl)-16,23-dioxa-3,4,21-triazatetracyclo[15.3.1.12,5.111,15]tricosa-1(21),2,4,11(22),12,14,17,19-octaen-6-ol